(S)-2-(4-([1,2,4]triazolo[4,3-a]pyrimidine-6-carbonyl)-3,3-dimethylpiperazin-1-yl)-N-(5-(2,4-difluorophenoxy)pyrazin-2-yl)propanamide N=1N=CN2C1N=CC(=C2)C(=O)N2C(CN(CC2)[C@H](C(=O)NC2=NC=C(N=C2)OC2=C(C=C(C=C2)F)F)C)(C)C